O=S1(CC=CC2=CC(=CC=C12)NC1=NC=C(C(=N1)N[C@H](CO)C1=CC=CC=C1)C1=CN=NN1)=O (2S)-2-[[2-[(1,1-dioxo-2H-thiochromen-6-yl)amino]-5-(1H-triazol-5-yl)pyrimidin-4-yl]amino]-2-phenyl-ethanol